CNC(C1=C(C=CC=C1)SC1=CC=C2C(=NNC2=C1)\C=C\C1=NC=C(C=C1)OCCN1CCOCC1)=O N-methyl-2-({3-[(E)-2-{5-[2-(morpholin-4-yl)ethoxy]pyridine-2-yl}vinyl]-1H-indazol-6-yl}thio)benzamide